difluorocyanophenylboronic acid FC1=C(C(=C(C=C1)B(O)O)C#N)F